OC(C[N+](C)(C)C)C 2-hydroxypropyl-N,N,N-trimethylammonium